tert-butyl (6-((4-fluoro-2-methyl-5-nitrophenyl)amino)-8,9-dihydroimidazo[1',2':1,6]pyrido[2,3-d]pyrimidin-2-yl)(methyl)carbamate FC1=CC(=C(C=C1[N+](=O)[O-])NC1=CC2=C(N=C(N=C2)N(C(OC(C)(C)C)=O)C)N2C1=NCC2)C